CC(CNC(COCCOCCOCC(=O)[O-])=O)(C)C 14,14-dimethyl-11-oxo-3,6,9-trioxa-12-azapentadecane-1-oate